(2R,3R,4R,5R)-2-(acetoxymethyl)-5-(2-amino-6-(methylamino)-9H-purin-9-yl)-4-fluoro-4-methyltetrahydrofuran-3-yl propionate C(CC)(=O)O[C@@H]1[C@H](O[C@H]([C@]1(C)F)N1C2=NC(=NC(=C2N=C1)NC)N)COC(C)=O